CC1=NN(C(=C1)C(F)(F)F)C1=CC=C(C=C1)CN (4-(3-methyl-5-(trifluoromethyl)-1H-pyrazol-1-yl)phenyl)methanamine